3-(4-(6-(4-bromophenyl)-6-hydroxyhex-1-yn-1-yl)-1-oxoisoindolin-2-yl)piperidine-2,6-dione BrC1=CC=C(C=C1)C(CCCC#CC1=C2CN(C(C2=CC=C1)=O)C1C(NC(CC1)=O)=O)O